[Li+].N1=C(C=CC=C1)C(=O)[O-].C(C)(=O)N (acetamide) picolinate lithium